11-(4-chlorophenyl)sulfanylundecylprop-2-enoate ClC1=CC=C(C=C1)SCCCCCCCCCCCOC(C=C)=O